C1(CC1)S(=O)[O-].[Na+] Sodium cyclopropylsulfinate